CC1=C(SC=C1)C1=CC(C(C1(F)F)(F)F)(F)F 2-(3-methyl-2-thienyl)-3,3,4,4,5,5-hexafluorocyclopentene